C(C)C1=NN=C(S1)C1=CC(=C(C(=O)N([C@H]2CNCCC2)C2=NC=CC3=C2C(=CS3)C)C=C1)F (R)-4-(5-ethyl-1,3,4-thiadiazol-2-yl)-2-fluoro-N-(3-methylthieno[3,2-c]pyridin-4-yl)-N-(piperidin-3-yl)benzamide